ClC1=CC(=NC(=C1O)Cl)C(=O)NC1=C2C(N(C(=NC2=C(C=C1)C)C)CC1=C(C=CC=C1)C(F)(F)F)=O 4,6-dichloro-N-(2,8-dimethyl-4-oxo-3-(2-(trifluoromethyl)benzyl)-3,4-dihydroquinazolin-5-yl)-5-hydroxypicolinamide